ClC1=C(C=CC=C1)C1=NC=2N(C(N(C(C2N1C1=CC=C(C=C1)Cl)=O)CC(=O)N)=O)CC1CCN(CC1)CCO 2-[8-(2-chlorophenyl)-7-(4-chlorophenyl)-3-[[1-(2-hydroxyethyl)piperidin-4-yl]methyl]-2,6-dioxo-2,3,6,7-tetrahydro-1H-purin-1-yl]acetamide